methyl 8-bromo-3-methylquinoxaline-5-carboxylate BrC1=CC=C(C=2N=C(C=NC12)C)C(=O)OC